CS(=O)(=O)CC1=NC(=C(C(=O)OC)C=C1)N1CCC2(CC2)CC1 methyl 6-((methylsulfonyl)methyl)-2-(6-azaspiro[2.5]octan-6-yl)nicotinate